1-(pyridin-3-yl)-3-((1-(4-(5-(trifluoromethyl)-1,2,4-oxadiazol-3-yl)phenyl)-1H-pyrazol-4-yl)methyl)urea N1=CC(=CC=C1)NC(=O)NCC=1C=NN(C1)C1=CC=C(C=C1)C1=NOC(=N1)C(F)(F)F